C(C)(=O)N1CC2=C(C=C(C=C2CC1)C=1C=C2C(=NC1)NC=C2C)C2N(CCC2)C(=O)OC(C)(C)C tert-butyl 2-(2-acetyl-6-(3-methyl-1H-pyrrolo[2,3-b]pyridin-5-yl)-1,2,3,4-tetrahydroisoquinolin-8-yl)pyrrolidine-1-carboxylate